C(C)(C)(C)OC1=CC=C(CNC2CN(CCC2)S(=O)(=O)NC(C2=C(N=CC=C2)N2C(C[C@@H](C2)C)(C)C)=O)C=C1 N-((3-((4-(tert-butoxy)benzyl)amino)piperidin-1-yl)sulfonyl)-2-((S)-2,2,4-trimethylpyrrolidin-1-yl)nicotinamide